N[C@@H](C)C(=O)OC(CCCCCCCCCCC)=O.[K] potassium lauroyl alaninate